(4-((dimethylamino)methyl)piperidin-1-yl)-5-methylnicotinaldehyde CN(C)CC1CCN(CC1)C1=C(C=O)C=C(C=N1)C